CONC(=O)C1C(CCCC1)C(=O)N N2-methoxy-cyclohexane-1,2-dicarboxamide